methyl 1-methyl-6-(1H-pyrazol-4-yl)pyrrolo[2,3-b]pyridine-2-carboxylate CN1C(=CC=2C1=NC(=CC2)C=2C=NNC2)C(=O)OC